C[NH+](CC)C (N,N-dimethyl)-N-ethylammonium